N1CC(C1)N1N=CC(=C1)C1=C2C(=NC(=C1)NC(=O)C1CC1)NC=C2 N-(4-(1-(azetidin-3-yl)-1H-pyrazol-4-yl)-1H-pyrrolo[2,3-b]pyridin-6-yl)cyclopropylcarboxamide